C(C)N(CCNC(COC=1C=C2C(C3=C(C4=C(O3)C=CC=C4)C(C2=CC1)=O)(C)C)=O)CC N-(2-Diethylamino-ethyl)-2-(6,6-dimethyl-11-oxo-6,11-dihydro-benzo[b]naphtho[2,3-d]furan-8-yloxy)-acetamide